ClC=1N=C(C2=C(N1)C=NC(=N2)SC)Cl 2,4-dichloro-6-methylthiopyrimido[5,4-D]pyrimidine